CCCNCCCCNCCCN deaminospermine